succinimidyl 1,3-dimethoxy-1,3-dihydroisobenzofuran-5-carboxylate COC1OC(C2=CC(=CC=C12)C(=O)ON1C(CCC1=O)=O)OC